CC(=O)C1=CC=CC=C1N O-aminoacetophenone